OC1=C2C(C=C(OC2=C(C(=C1OC)OC)OC)C1=CC=C(C=C1)OC)=O 5-Hydroxy-6,7,8,4'-tetramethoxyflavone